BrC1=CC(=CC=2CCOC21)O[C@@H]2CC[C@@H](CC2)C(F)(F)F 7-Bromo-5-(((cis)-4-(trifluoro-methyl)cyclohexyl)oxy)-2,3-di-hydrobenzofuran